(S)-2-((((9H-fluoren-9-yl)methoxy)carbonyl)amino)-3-(6-phenyl-1H-indol-3-yl)propanoic acid C1=CC=CC=2C3=CC=CC=C3C(C12)COC(=O)N[C@H](C(=O)O)CC1=CNC2=CC(=CC=C12)C1=CC=CC=C1